CN1C2=C(OC[C@@H](C1=O)NC(=O)C1=NC=CC(=C1)OC1=CC=CC=C1)C=CC(=N2)C#CC2CCOCC2 (S)-N-(5-methyl-4-oxo-7-((tetrahydro-2H-pyran-4-yl)ethynyl)-2,3,4,5-tetrahydropyrido[3,2-b][1,4]oxazepin-3-yl)-4-phenoxypyridineamide